ClC=1C(=NNC1)C1=NC(=NC=C1C(F)(F)F)N[C@@H]1CC[C@H](CC1)N(C(=O)NCC1CC1)C1=NC=C(C=C1)C=1C=NC(=NC1)OC 1-(trans-4-((4-(4-chloro-1H-pyrazol-3-yl)-5-(trifluoromethyl)pyrimidin-2-yl)amino)cyclohexyl)-3-(cyclopropylmethyl)-1-(5-(2-methoxypyrimidin-5-yl)pyridin-2-yl)urea